O=P1(OCCCO1)N1C(OC2=C1C=CC=C2)=O N-(2-oxo-1,3,2-dioxaphosphorinanyl)-benzoxazolone